COC(=O)[C@H]1N(CC1)C([C@@H](C1CC1)NC(=O)OC(C)(C)C)=O (S)-1-((R)-2-((tert-butoxycarbonyl)amino)-2-cyclopropylacetyl)azetidine-2-carboxylic acid methyl ester